(1S,2R)-2-(fluoromethyl)-N-(8-(methylamino)-5-(5-morpholinylbenzo[d]oxazol-2-yl)-2,7-naphthyridin-3-yl)cyclopropane-1-carboxamide FC[C@H]1[C@H](C1)C(=O)NC=1N=CC2=C(N=CC(=C2C1)C=1OC2=C(N1)C=C(C=C2)N2CCOCC2)NC